C1(CC1)C(C(C(F)(F)F)(F)F)NS(=O)C(C)(C)C N-[1-cyclopropyl-2,2,3,3,3-pentafluoropropyl]-2-methylpropane-2-sulfinamide